C(C)(C)(C)OC(=O)N(C(=O)OC(C)(C)C)CC1=CC(=C(C(=O)OC)C=C1)[N+](=O)[O-] Methyl 4-((bis(t-butoxycarbonyl) amino) methyl)-2-nitrobenzoate